hexaethylene glycol di(methacrylate) C(C(=C)C)(=O)OCCOCCOCCOCCOCCOCCOC(C(=C)C)=O